CN(C(C(=O)NC1CCC(CC1)NC1=CC(=NC2=CC=C(C=C12)Cl)C(F)(F)F)C=1C=NN(C1)C)C 2-(dimethylamino)-2-(1-methyl-1H-pyrazol-4-yl)-N-[(1s,4s)-4-{[6-chloro-2-(trifluoromethyl)quinolin-4-yl]amino}cyclohexyl]acetamide